C(C)(CC)C1C(NC2=C(CN1C(=O)NC1CNCC1)C=CC=C2)=O 3-(sec-butyl)-2-oxo-N-(pyrrolidin-3-yl)-1,2,3,5-tetrahydro-4H-benzo[1,4]diazepine-4-carboxamide